C(OC1=C(C=C(C=C1C(C([2H])([2H])[2H])(C([2H])([2H])[2H])C([2H])([2H])[2H])C(C)(C)C)Br)(OC)=O 2-bromo-4-(tert-butyl)-6-(2-(methyl-d3)propan-2-yl-1,1,1,3,3,3-d6)phenyl methyl carbonate